O=C1NCCC12CCN2C(=O)OC(C)(C)C tert-butyl 8-oxo-1,7-diazaspiro[3.4]octane-1-carboxylate